2,6-Difluoro-3-(3-methyl-5-(methyl(tetrahydro-2H-pyran-4-yl)amino)-1H-pyrazolo[3,4-c]pyridin-1-yl)-5-(trifluoromethyl)phenol FC1=C(C(=C(C=C1N1N=C(C=2C1=CN=C(C2)N(C2CCOCC2)C)C)C(F)(F)F)F)O